β-naphthoic acid magnesium [Mg].C1=C(C=CC2=CC=CC=C12)C(=O)O